pentaerythritol tetrakis(3,5-di-tert-butyl-4-hydroxyphenyl)propionate C(C)(C)(C)C=1C=C(C=C(C1O)C(C)(C)C)C(C(C(=O)OCC(CO)(CO)CO)(C1=CC(=C(C(=C1)C(C)(C)C)O)C(C)(C)C)C1=CC(=C(C(=C1)C(C)(C)C)O)C(C)(C)C)C1=CC(=C(C(=C1)C(C)(C)C)O)C(C)(C)C